((cis)-6'-fluorotetrahydrospiro[cyclopropan-1,3'-pyrrolizin]-7a'(5'H)-yl)methanol F[C@@H]1CN2C3(CC[C@]2(C1)CO)CC3